3-Fluoro-5-isocyanatobenzonitrile FC=1C=C(C#N)C=C(C1)N=C=O